N-[[4-(2-amino-2-oxo-ethyl)phenyl]methyl]-7-(4-bromo-3-chloro-benzoyl)-2-(4-methoxyphenyl)-3-oxo-6,8-dihydro-5H-imidazo[1,5-a]pyrazine-1-carboxamide NC(CC1=CC=C(C=C1)CNC(=O)C=1N(C(N2C1CN(CC2)C(C2=CC(=C(C=C2)Br)Cl)=O)=O)C2=CC=C(C=C2)OC)=O